8,8,9-tris(trifluoromethyl)tetracyclo[4.4.0.12,5.17,10]-3-dodecene FC(C1(C2C3C4C=CC(C3C(C1C(F)(F)F)C2)C4)C(F)(F)F)(F)F